CC1=CC=C(C=C1)S(=O)(=O)[O-].[NH+]1=CC=CC=C1 pyridin-1-ium 4-methylbenzenesulfonate